NCCC[Si](OCC)(OCC)C 3-aminopropyl-(methyl)diethoxysilane